FC1=C(C=CC(=C1)F)CN1[C@H](C2=CC=CC=C2[C@H](C1)C=1C=NN(C1C)C)C |r| rac-(1S,4S)-N-[(2,4-difluorophenyl)methyl]-4-(1,5-dimethylpyrazol-4-yl)-1-methyl-3,4-dihydro-1H-isoquinoline